4-[5-ethylsulfonyl-2-[3-[2-(4-piperidyloxy)ethoxy]phenoxy]phenyl]-6-methyl-1H-pyrrolo[2,3-c]pyridine-7-one C(C)S(=O)(=O)C=1C=CC(=C(C1)C=1C2=C(C(N(C1)C)=O)NC=C2)OC2=CC(=CC=C2)OCCOC2CCNCC2